C12C(C(C(C=C1)C2)C(=O)OCCOCCOCCOCC)C(=O)OCCOCCOCCOCC endo,exo-bicyclo[2.2.1]hept-5-ene-2,3-dicarboxylic acid, bis[2-[2-(2-ethoxyethoxy)ethoxy]ethyl] ester